ethyl 6-(4-(tert-butoxycarbonyl)piperazin-1-yl)imidazo[1,2-a]pyridine-3-carboxylate C(C)(C)(C)OC(=O)N1CCN(CC1)C=1C=CC=2N(C1)C(=CN2)C(=O)OCC